2-amino-2-methyl-N-(2-(methyl(2-(4-methylpiperazine-1-yl)-2-oxoethyl)amino)ethyl)propionamide NC(C(=O)NCCN(CC(=O)N1CCN(CC1)C)C)(C)C